COC1=CC=C(C=C1)[C@H](C)NC(CCC1=NC=2C(=NC=C(C2)C)N1CC1=CC=C(C=C1)OC(F)(F)F)=O N-[(S)-1-(4-Methoxy-phenyl)-ethyl]-3-[6-methyl-3-(4-trifluoromethoxy-benzyl)-3H-imidazo[4,5-b]pyridin-2-yl]-propionamide